[Cl-].[Cl-].CC=1C(C2=CC(=C(C(=C2C1)C1=CC(=CC(=C1)C(C)(C)C)C(C)(C)C)OC)C(C)(C)C)[Zr+2] [2-methyl-4-(3,5-di-tert-butylphenyl)-5-methoxy-6-tert-butylinden-1-yl]zirconium dichloride